2-Ethanoyloxy-5-(2,3,5,6-tetrafluoro-4-trifluoromethylbenzylamino)benzoic acid C(C)(=O)OC1=C(C(=O)O)C=C(C=C1)NCC1=C(C(=C(C(=C1F)F)C(F)(F)F)F)F